COC1=NN(C=C1C(=O)NC1=NC(=CC=C1)C=1N2C(=NN1)CC[C@@H]2C)[C@@H]2CN(CC2)C 3-methoxy-N-(6-((S)-5-methyl-6,7-dihydro-5H-pyrrolo[2,1-c][1,2,4]triazol-3-yl)pyridin-2-yl)-1-((S)-1-methylpyrrolidin-3-yl)-1H-pyrazole-4-carboxamide